6-{[(1R)-1-(4-chlorophenyl)-5-(1-cyclobutyl-1-hydroxyethyl)-7-fluoro-1-(2-hydroxyethoxy)-3-oxo-2,3-dihydro-1H-isoindol-2-yl]methyl}pyridine-3-carbonitrile ClC1=CC=C(C=C1)[C@@]1(N(C(C2=CC(=CC(=C12)F)C(C)(O)C1CCC1)=O)CC1=CC=C(C=N1)C#N)OCCO